4-(4-(6-((5-((2-chloro-6-methylphenyl)carbamoyl)thiazol-2-yl)amino)-2-methylpyrimidin-4-yl)piperazin-1-yl)butanoic acid ClC1=C(C(=CC=C1)C)NC(=O)C1=CN=C(S1)NC1=CC(=NC(=N1)C)N1CCN(CC1)CCCC(=O)O